N12CCN(C(CC1)CC2)C=2C=CC=1C3=C(N(C(C1C2)=O)[C@@H]2CC[C@H](CC2)O)N=C(N=C3)NCC3CC3 trans-8-(1,4-diazabicyclo[3.2.2]nonan-4-yl)-3-((cyclopropylmethyl)amino)-5-(4-hydroxycyclohexyl)pyrimido[4,5-c]isoquinolin-6(5H)-one